O1C2=C(OC(C1([2H])[2H])([2H])[2H])C=C(C=C2)O[C@H]2[C@@H](CN(CC2)C=2C(=CC=1N(N2)C(C=C(N1)COC)=O)C)F 7-((3R,4R)-4-((2,3-dihydrobenzo[b][1,4]dioxin-6-yl-2,2,3,3-d4)oxy)-3-fluoropiperidin-1-yl)-2-(methoxymethyl)-8-methyl-4H-pyrimido[1,2-b]pyridazin-4-one